CN1C(NC2=C1C(=CC=C2)[N+](=O)[O-])=O methyl-7-nitro-1,3-dihydro-2H-benzo[d]imidazol-2-one